2-((tetrahydrofuran-3-yl)amino)quinazolin O1CC(CC1)NC1=NC2=CC=CC=C2C=N1